BrC1C(C)O1 epoxybromopropane